4,4-dimethylaminobenzophenone CNC1(CC=C(C(=O)C2=CC=CC=C2)C=C1)NC